(S)-N-(7-(6-(1-hydroxybutyl)-4-methylpyridin-3-yl)-5-methyl-2,6-naphthyridin-3-yl)acetamide O[C@@H](CCC)C1=CC(=C(C=N1)C1=NC(=C2C=C(N=CC2=C1)NC(C)=O)C)C